C1=CC=CC=2C3=CC=CC=C3N(C12)CCCCOC=1C=C2C=CC(=CC2=CC1)C#N 6-(4-(9H-carbazol-9-yl)butoxy)-2-naphthalonitrile